C(=O)(O)C(CC1=CC=C(C=C1)OCCOCCOCCOCC)N1CCN(CCN(CCN(CC1)CC(=O)[O-])C(C(=O)[O-])CO)CC(=O)[O-] 2-{7-[1-carboxy-2-(4-{2-[2-(2-ethoxyethoxy)ethoxy]ethoxy} phenyl)ethyl]-4,10-bis(carboxylatomethyl)-1,4,7,10-tetraazacyclododecan-1-yl}-3-hydroxypropanoate